5-diphenylphosphanyl-9,9-dimethyl-xanthen-4-yl-diphenyl-phosphane C1(=CC=CC=C1)P(C1=C2OC=3C(=CC=CC3C(C2=CC=C1)(C)C)P(C1=CC=CC=C1)C1=CC=CC=C1)C1=CC=CC=C1